[1-(diethylcarbamoyl)-3-fluoro-2-(trimethylsilyl)-1H-indol-7-yl]Boric acid C(C)N(C(=O)N1C(=C(C2=CC=CC(=C12)OB(O)O)F)[Si](C)(C)C)CC